Methyl (5-(5-((4-oxo-3,4-dihydrophthalazin-1-yl)methyl)-2-(trifluoromethyl) phenyl)-1H-benzoimidazol-2-yl)carbamate O=C1NN=C(C2=CC=CC=C12)CC=1C=CC(=C(C1)C1=CC2=C(NC(=N2)NC(OC)=O)C=C1)C(F)(F)F